3-Bromo-5-{4,4-dimethyl-9-oxo-7-thia-10-azatricyclo[6.4.0.02,6]dodeca-1(8),2(6)-dien-10-yl}pyridine-4-carbaldehyde BrC=1C=NC=C(C1C=O)N1C(C=2SC=3CC(CC3C2CC1)(C)C)=O